4-(((adamantan-1-yl)amino)methyl)-N-(4-((2,6-dioxopiperidin-3-yl)amino)phenyl)benzamide C12(CC3CC(CC(C1)C3)C2)NCC2=CC=C(C(=O)NC3=CC=C(C=C3)NC3C(NC(CC3)=O)=O)C=C2